N-(7-chloro-6-(4-(4-hydroxy-3-methyltetrahydrofuran-3-yl)piperazin-1-yl)isoquinolin-3-yl)spiro[2.3]hexane-1-carboxamide ClC1=C(C=C2C=C(N=CC2=C1)NC(=O)C1CC12CCC2)N2CCN(CC2)C2(COCC2O)C